CC1=C(C(=C(C1(C)[Ru]Cl)C)C)C (pentamethylcyclopentadienyl)ruthenium (II) chloride